C(C=C)(=O)N1[C@@H](C[C@H](CC1)N1N=NC=2C(=NC=3C(=C(C(=CC3C21)Cl)C=2C(=C(C#N)C=CC2)C)F)N2CC(C2)N(C)C)CC#N (1-((2S,4S)-1-acryloyl-2-(cyanomethyl)piperidin-4-yl)-8-chloro-4-(3-(dimethylamino)azetidin-1-yl)-6-fluoro-1H-[1,2,3]triazolo[4,5-c]quinolin-7-yl)-2-methylbenzonitrile